2,4-dichloro-6-(6-trifluoromethyl-pyridine-2-yl)-1,3,5-triazine ClC1=NC(=NC(=N1)Cl)C1=NC(=CC=C1)C(F)(F)F